C(CCCCC)C1=C[Se]C=C1 3-hexyl-selenophene